Cl.ClCC=1N2C(SC1)=NC(C2)CC2=CC=C(C=C2)C 3-(chloromethyl)-6-(4-methylbenzyl)-5,6-dihydroimidazo[2,1-b]Thiazole hydrochloride